CS(=O)C=1C=2N(C=CC1)C(=NC2)C(C)(C)NC(=O)C2[C@H]1CNC[C@@H]2C1 (1R,5S,6r)-N-(2-(8-(methylsulfinyl)imidazo[1,5-a]pyridin-3-yl)propan-2-yl)-3-azabicyclo[3.1.1]heptane-6-carboxamide